C1[C@H]([C@@H]([C@H]([C@@H](O1)O[C@@H]2[C@H]([C@@H]([C@H](O[C@H]2OC3=CC4=C(C=C(C=C4[O+]=C3C5=CC(=C(C=C5)O)O)O)O)CO)O)O)O)O)O The molecule is an anthocyanidin 3-O-beta-D-sambubioside having cyanidin as the anthocyanidin component. It has a role as a metabolite. It derives from a cyanidin cation.